Acetylferrocenyl-2-amino-5-(4-pyridyl)-1,3,4-thiadiazole C(C)(=O)C=1[C-](C=CC1)S1C(=NN=C1C1=CC=NC=C1)N.[CH-]1C=CC=C1.[Fe+2]